C1(=CC=CC=C1)N(C1=CC=C(C=C1)C=1C(=O)NC(C1)=O)C1=CC=C(C=C1)C=1C(=O)NC(C1)=O N'-[(phenylimino)bis(4,1-phenylene)]bismaleimide